4-[[3-[[tert-butoxycarbonyl(methyl)amino]methyl]-2-chloro-phenyl]sulfonylamino]phthalic acid C(C)(C)(C)OC(=O)N(C)CC=1C(=C(C=CC1)S(=O)(=O)NC=1C=C(C(C(=O)O)=CC1)C(=O)O)Cl